3-(4-(Aminomethyl)-4-methylpiperidin-1-yl)-6-(naphthalin-1-ylthio)pyrazin-2(1H)-on NCC1(CCN(CC1)C=1C(NC(=CN1)SC1=CC=CC2=CC=CC=C12)=O)C